C(CCCCCCCCCCC\C=C/CCCCCCCC)(=O)N(C)CC(=O)O N-erucoyl-sarcosine